FC1CN(CCC1NC1=C2C=C(N(C2=CC=C1)CC(F)(F)F)C#CCNC1=C(C=C(C(=O)OC)C=C1)OC)C[C@H](COC)O methyl 4-((3-(4-((3-fluoro-1-((R)-2-hydroxy-3-methoxypropyl)piperidin-4-yl)amino)-1-(2,2,2-trifluoroethyl)-1H-indol-2-yl)prop-2-yn-1-yl)amino)-3-methoxybenzoate